6-chloro-4-hydroxy-3-(phenyl-(p-tolyl)methyl)-2H-pyran-2-one ClC1=CC(=C(C(O1)=O)C(C1=CC=C(C=C1)C)C1=CC=CC=C1)O